N-(1-(2-chloro-6-((2,2,2-trifluoroethyl)amino)pyridin-4-yl)cyclopropyl)-3-(2,4-difluorophenyl)-3-hydroxybutanamide ClC1=NC(=CC(=C1)C1(CC1)NC(CC(C)(O)C1=C(C=C(C=C1)F)F)=O)NCC(F)(F)F